(S)-4-bromo-7-(2-oxo-2-(4-(2-oxo-1,2-dihydroquinolin-3-yl)piperidin-1-yl)ethyl)-6,7-dihydro-3H-oxepino[3,4-e]indazol BrC=1C=C2C(C3=CNNC13)=COC[C@@H](C2)CC(N2CCC(CC2)C=2C(NC1=CC=CC=C1C2)=O)=O